(S)-4-ethyl-N-(1-(2-fluorophenyl)-1,4,5,7-tetrahydropyrano[3,4-c]pyrazol-4-yl)-5-methyl-1H-pyrazole-3-carboxamide C(C)C=1C(=NNC1C)C(=O)N[C@@H]1COCC=2N(N=CC21)C2=C(C=CC=C2)F